erucamide propyl-dimethylallyl-ammonium salt C(CC)[NH2+]CC=C(C)C.C(CCCCCCCCCCC\C=C/CCCCCCCC)(=O)[NH-]